N1CCC2(CC1)[C@@H](C=1C(=NC=CC1)C2)N[S@](=O)C(C)(C)C (R)-N-((S)-5,7-dihydrospiro[cyclopenta[b]pyridine-6,4'-piperidine]-5-yl)-2-methylpropane-2-sulfinamide